C(C)(C)(C)C=1C=C(C(=O)OC2=C(C=C(C=C2)C(C)(C)C)C2C(OC3=C2C=C(C=C3)C(C)(C)C)=O)C=C(C1O)C(C)(C)C [4-tert-butyl-2-(5-tert-butyl-2-oxo-3H-benzofuran-3-yl)phenyl] 3,5-di-tert-butyl-4-hydroxybenzoate